BrC1=CC=C2C=C(NC2=C1)CC(=O)OCC ethyl 2-(6-bromo-1H-indol-2-yl)acetate